(Z)-1-(4-amino-2-fluoro-but-2-en-1-yl)-4-(pyrimidin-5-yl)-1H-benzo[d]imidazole-6-carbonitrile hydrochloride Cl.NC\C=C(\CN1C=NC2=C1C=C(C=C2C=2C=NC=NC2)C#N)/F